5-(4-((3-isopropyl-2,4-dioxo-1,2,3,4-tetrahydroquinazolin-7-yl)methyl)piperazin-1-yl)-N,6-dimethylpicolinamide C(C)(C)N1C(NC2=CC(=CC=C2C1=O)CN1CCN(CC1)C=1C=CC(=NC1C)C(=O)NC)=O